(S)-1-((2',6-bis(difluoromethyl)-[2,4'-bipyridin]-5-yl)oxy)-2,4-dimethylpentan-2-aminium dihydrogen phosphate P(=O)(O)(O)[O-].FC(C1=NC=CC(=C1)C1=NC(=C(C=C1)OC[C@](CC(C)C)([NH3+])C)C(F)F)F